N-(3-(2-(Cyclopropancarboxamido)pyridin-4-yl)-1H-indol-7-yl)-1H-pyrazol-3-carboxamid C1(CC1)C(=O)NC1=NC=CC(=C1)C1=CNC2=C(C=CC=C12)NC(=O)C1=NNC=C1